FC(C1=NNC(=C1)C(F)(F)F)(F)F 3,5-bistrifluoromethylpyrazole